CC1=NC(C(N=C1)C(=O)N)=O 5-methyl-3-oxopyrazine-2-carboxamide